3-(3-chloro-5-(quinolin-3-yl)phenoxy)-1-((4-methyl-5-oxo-4,5-dihydro-1H-1,2,4-triazol-3-yl)methyl)-4-(trifluoromethyl)pyridin-2(1H)-one ClC=1C=C(OC=2C(N(C=CC2C(F)(F)F)CC2=NNC(N2C)=O)=O)C=C(C1)C=1C=NC2=CC=CC=C2C1